NC1=NC2=C(C=C1)NC(=N2)N diaminoimidazolopyridine